C(C=C)OCC(C(=O)OCCOC1=CC=CC=C1)=C phenoxyethyl α-allyloxymethylacrylate